N(=[N+]=[N-])CC1OC2(CC1C2)C(F)(F)F (azidomethyl)-1-(trifluoromethyl)-2-oxabicyclo[2.1.1]hexane